3-fluoro-N,N-dimethyl-piperidin-4-amine FC1CNCCC1N(C)C